(R)-N-(1-(3-amino-5-(trifluoromethyl)phenyl)ethyl)-2-chloro-6-(pyrrolidin-1-yl)pyrido[3,4-d]pyrimidin-4-amine NC=1C=C(C=C(C1)C(F)(F)F)[C@@H](C)NC=1C2=C(N=C(N1)Cl)C=NC(=C2)N2CCCC2